3-((2-((3r,5r,7r)-adamantan-1-yl)acetoxy)methyl)-5-(((((1-ethylpiperidin-3-yl)methoxy)carbonyl)oxy)methyl)benzyl 4,4-bis(oct-3-yn-1-yloxy)butanoate C(CC#CCCCC)OC(CCC(=O)OCC1=CC(=CC(=C1)COC(=O)OCC1CN(CCC1)CC)COC(CC12CC3CC(CC(C1)C3)C2)=O)OCCC#CCCCC